6-methyl-2,4-heptanedione CC(CC(CC(C)=O)=O)C